2-methyl-2,4-diethyl-1,2-dihydroquinoline CC1(NC2=CC=CC=C2C(=C1)CC)CC